C(=O)OC1=C(C=CC(=C1)C#C)C1=NN=C(C2=CC=CC=C12)N[C@H]1CN(CCC1)C (R)-5-ethynyl-2-(4-((1-methylpiperidin-3-yl)amino)phthalazin-1-yl)phenol formate